BrC1=CC=C2C(=CN(C2=C1)C)NCCC(=O)O 3-[(6-bromo-1-methylindol-3-yl)amino]propionic acid